(R)-3-((2-chloro-5-((1,1-dioxidoisothiazolidin-2-yl)methyl)pyrimidin-4-yl)oxy)-10-methyl-9,10,11,12-tetrahydro-8H-[1,4]diazepino[5',6':4,5]thieno[3,2-f]quinoxalin-8-one ClC1=NC=C(C(=N1)OC1=NC=2C=CC3=C(C2N=C1)C1=C(S3)C(N[C@@H](CN1)C)=O)CN1S(CCC1)(=O)=O